acetic acid 3-(2-(ethyl (methyl) amino) ethyl)-1H-indol-6-yl ester C(C)N(CCC1=CNC2=CC(=CC=C12)OC(C)=O)C